NC1=C(C(=O)O)C(=CC(=N1)Cl)NC1=C2N(C(C=3N(C2=CC=C1)N=C(N3)C)C)C 2-amino-6-chloro-4-((2,4,5-trimethyl-4,5-dihydro-[1,2,4]triazolo[1,5-a]quinoxalin-6-yl)amino)nicotinic acid